(S)-tert-butyl-4-(7-chloro-6-fluoro-1-(2-(methylsulfonyl)phenyl)-2-oxo-1,2-dihydropyrido[2,3-d]pyrimidin-4-yl)-3-methylpiperazine-1-carboxylic acid C(C)(C)(C)[C@@H]1N(CCN(C1C)C=1C2=C(N(C(N1)=O)C1=C(C=CC=C1)S(=O)(=O)C)N=C(C(=C2)F)Cl)C(=O)O